BrC1=CC=CC=2C=3N(C(=NC12)NC=1C(N=CCN(C1)C)=O)N=C(N3)C=3C=NN(C3)C (6R)-6-{[7-bromo-2-(1-methyl-1H-pyrazol-4-yl)[1,2,4]triazolo[1,5-c]quinazolin-5-yl]amino}-1-methyl-1,4-diazepin-5-one